7-(Pyridin-3-yloxy)-4-(2-(trifluoromethyl)pyrimidin-5-yl)quinoline-3-carbaldehyde N1=CC(=CC=C1)OC1=CC=C2C(=C(C=NC2=C1)C=O)C=1C=NC(=NC1)C(F)(F)F